4-bromo-1-methylbenzene-1,2-diamine BrC1=CC(C(C=C1)(N)C)N